NC1=CC(=C2C(=N1)NC=C2)C#CC2=CN=C1N2C=C(C=C1)C1=CC=C(C=C1)C(=O)N1CCOCC1 (4-(3-((6-amino-1H-pyrrolo[2,3-b]pyridin-4-yl)ethynyl)imidazo[1,2-a]pyridin-6-yl)phenyl)(morpholino)methanone